(R)-(4-hydroxypiperidin-1-yl)(methylsulfinyl)methanone 2-(trimethylsilyl)ethyl-3-{[(benzyloxy)carbonyl]amino}-D-alaninat C[Si](CCOC([C@H](N)CNC(=O)OCC1=CC=CC=C1)=O)(C)C.OC1CCN(CC1)C(=O)[S@](=O)C